C(CO)N(CCO)C(CO)(CO)CO The molecule is a buffer substance useful for calibration of glass electrodes and for the preparation of the biochemical and biological buffer solutions; pKa = 6.46 at 25 ℃. It has a role as a buffer. It derives from a member of tris.